3-chloro-N-[(1R,3S)-3-{[6-chloro-2-(trifluoromethyl)quinolin-4-yl]amino}cyclohexyl]-1-(2-cyanoethyl)-1H-pyrazole-4-carboxamide ClC1=NN(C=C1C(=O)N[C@H]1C[C@H](CCC1)NC1=CC(=NC2=CC=C(C=C12)Cl)C(F)(F)F)CCC#N